(S)-2,2-dimethyl-6-(3-(oxazol-2-yl)-1,2,4-oxadiazol-5-yl)-3,4-dihydro-2H-pyrano[2,3-b]pyridin-3-ol CC1([C@H](CC=2C(=NC=C(C2)C2=NC(=NO2)C=2OC=CN2)O1)O)C